The molecule is a cysteine derivative obtained by formal condensation between N-butyl-L-cysteinamide and (R)-2-hydroxy-2-phenylacetic acid. It is a secondary alcohol, a monocarboxylic acid amide and a L-cysteine derivative. CCCCNC(=O)[C@H](CS)NC(=O)[C@@H](C1=CC=CC=C1)O